O=S1C2=C(C3=C1C=CC=C3)C=CC=C2 5-oxo-5λ4-dibenzo[b,d]thiophene